diallyldimethylammonium bis(trifluoromethanesulfonyl)imide salt [N-](S(=O)(=O)C(F)(F)F)S(=O)(=O)C(F)(F)F.C(C=C)[N+](C)(C)CC=C